3-((4-chlorophenyl)thio)-4-methyl-5-(4,4,5,5-tetramethyl-1,3,2-dioxaborolan-2-yl)pyridine ClC1=CC=C(C=C1)SC=1C=NC=C(C1C)B1OC(C(O1)(C)C)(C)C